FCCCN1C[C@H](CC1)OC1=CC(=C(C=C1)[C@H]1N([C@@H](CC2=C3C(=CC=C12)NC(O3)=O)C)CC(F)(F)F)OC (6S,8R)-6-(4-(((S)-1-(3-fluoropropyl)pyrrolidin-3-yl)oxy)-2-methoxyphenyl)-8-Methyl-7-(2,2,2-trifluoroethyl)-6,7,8,9-tetrahydrooxazolo[5,4-f]isoquinolin-2(3H)-one